3,6,12-trioxa-9-thiatetradecane-1,13-diene C=COCCOCCSCCOC=C